tert-Butyl (S)-4-(7-(4-cyanopyridin-2-yl)-5-((R)-3-methylmorpholino)-7H-pyrrolo[2,3-d]pyrimidin-4-yl)-3-methylpiperazine-1-carboxylate C(#N)C1=CC(=NC=C1)N1C=C(C2=C1N=CN=C2N2[C@H](CN(CC2)C(=O)OC(C)(C)C)C)N2[C@@H](COCC2)C